FC(CN1N=CC=2C1=NC(=CN2)N(CC2CN(CCC2)C2=NC=CC=C2C(F)(F)F)C)F 1-(2,2-difluoroethyl)-N-methyl-N-((1-(3-(trifluoromethyl)pyridin-2-yl)piperidin-3-yl)Methyl)-1H-pyrazolo[3,4-b]Pyrazin-6-amine